C(C)NCC(C)OC=1N(N=CC1C=1C=C2C(=NN(C2=CC1)C1OCCCC1)C=C)C N-ethyl-2-[2-methyl-4-(1-tetrahydropyran-2-yl-3-vinyl-indazol-5-yl)pyrazol-3-yl]oxy-propan-1-amine